BrC1=CC=C(C=C1)S(=O)(=O)C1=C(C=C(C#N)C=C1)OC 4-((4-bromophenyl)sulfonyl)-3-methoxybenzonitrile